4-(3-Chloroanilino)-2'-(3,5-dimethoxyphenyl)-2',3'-dihydrospiro[cyclohexane-1,1'-indene]-4-carboxylic acid ClC=1C=C(NC2(CCC3(C(CC4=CC=CC=C34)C3=CC(=CC(=C3)OC)OC)CC2)C(=O)O)C=CC1